ethyl (2S,4S)-4-methyl-2-piperidinecarboxylate C[C@@H]1C[C@H](NCC1)C(=O)OCC